ClC1=NC2=CC=C(C=C2C=C1N1CCNCC1)C 2-chloro-6-methyl-3-piperazin-1-yl-quinoline